Cl.NC1=CC=CC=2C=CC=3N=C4C=CC=CC4=CC3C21 Aminobenzacridine hydrochloride